Cl.NC/C(/CN1N=CN(C1=O)CC1=CC=C(S1)N1C(C=CC2=CC=CC(=C12)F)=O)=C\F [5-(1-[(2E)-2-(aminomethyl)-3-fluoroprop-2-en-1-yl]-5-oxo-1,5-dihydro-4H-1,2,4-triazol-4-ylmethyl)thiophen-2-yl]-8-fluoroquinolin-2(1H)-one hydrochloride